(Z)-N-(2-methyl-3-(2,7-diazaspiro[4.5]decane-2-carbonyl)phenyl)furan-2-carbimidic acid CC1=C(C=CC=C1C(=O)N1CC2(CC1)CNCCC2)\N=C(/O)\C=2OC=CC2